CNCCOCCOCCOCCCCC(=O)N 5,8,11-trioxa-2-Azahexadecane-16-amide